tert-butyl ((tert-butoxycarbonyl)oxy)carbamate C(C)(C)(C)OC(=O)ONC(OC(C)(C)C)=O